(3aR,5R,6aS)-5-((2-fluoropyridin-3-yl)oxy)-2-(4-hydroxyphenylethyl)hexahydrocyclopenta[c]pyrrol FC1=NC=CC=C1OC1C[C@@H]2[C@@H](CN(C2)CCC2=CC=C(C=C2)O)C1